CN(C)CC1=C(C=CC(=C1)B1OC(C(O1)(C)C)(C)C)O 2-((dimethylamino)methyl)-4-(4,4,5,5-tetramethyl-1,3,2-dioxaborolan-2-yl)phenol